methacryloxyethyl-methoxydimethylsilane C(C(=C)C)(=O)OCC[Si](C)(C)OC